P([O-])([O-])=O.C(CCCCC)[Nd+]CCCCCC.C(CCCCC)[Nd+]CCCCCC di(n-hexyl)neodymium phosphonate